Dimethyl-phenyl-sulfonium hexafluorophosphate F[P-](F)(F)(F)(F)F.C[S+](C1=CC=CC=C1)C